ClC=1C(N(C(=NC1OCC1=CC=C(C=C1)OC)C)C1=C(C(=NC=C1C)Cl)F)=O 5-chloro-3-(2-chloro-3-fluoro-5-methylpyridin-4-yl)-6-[(4-methoxyphenyl)methoxy]-2-methylpyrimidin-4-one